FC1(C(C1)C(=O)NC1=NC=C2C=C(C=3N(C2=C1)CCN3)C=3C=NC(=CC3C)[C@@H](CC)O)F 2,2-difluoro-N-(4-{6-[(R)-1-hydroxypropyl]-4-methylpyridin-3-yl}-1H,2H-imidazo[1,2-a]1,6-naphthyridin-8-yl)cyclopropane-1-carboxamide